NC1=C(C2=C(NC=N2)C(=C1)Br)C(=O)O 5-amino-7-bromo-1H-benzo[d]imidazole-4-carboxylic acid